tert-Butyl (S)-4-(7-(5-cyano-1H-imidazol-2-yl)-5-cyclopropyl-7H-pyrrolo[2,3-d]pyrimidin-4-yl)-3-methylpiperazine-1-carboxylate C(#N)C1=CN=C(N1)N1C=C(C2=C1N=CN=C2N2[C@H](CN(CC2)C(=O)OC(C)(C)C)C)C2CC2